C(C1=CC=CC=C1)OC(CCC(C(=O)OC(C)(C)C)C(=O)OC(C)(C)C)=O Di-tert-butyl 2-(3-benzyloxy-3-oxopropyl)-malonate